C(CCCCCCCCCC)(=O)OC[C@@H](OC(CCCCCCCCCCCCCCCCCCCC)=O)COP(=O)([O-])OCC[N+](C)(C)C 1-undecanoyl-2-heneicosanoyl-sn-glycero-3-phosphocholine